OC=1C=CC=2C3CCC4(C(CCC4C3CCC2C1)CC(=O)[O-])C (3-hydroxy-13-methyl-6,7,8,9,11,12,14,15,16,17-decahydrocyclopenta[a]phenanthren-17-yl)acetate